2-((4-methoxybenzylidene)hydrazineylidene)-6-(4-nitrophenyl)tetrahydropyrimidin-4(1H)-one COC1=CC=C(C=NN=C2NC(CC(N2)=O)C2=CC=C(C=C2)[N+](=O)[O-])C=C1